tert-butyl (S)-5-amino-4-(5-(((1S,6S)-6-((tert-butoxycarbonyl)amino)-3-fluorocyclohex-2-en-1-yl)methyl)-1-oxoisoindolin-2-yl)-5-oxopentanoate NC([C@H](CCC(=O)OC(C)(C)C)N1C(C2=CC=C(C=C2C1)C[C@H]1C=C(CC[C@@H]1NC(=O)OC(C)(C)C)F)=O)=O